6-(3-chloro-2-methyl-phenoxy)-5-fluoro-pyrimidin ClC=1C(=C(OC2=C(C=NC=N2)F)C=CC1)C